N-(ethoxymethyl)-N-(methyl)-3-aminopropyl-triethoxysilane C(C)OCN(CCC[Si](OCC)(OCC)OCC)C